octadecyl-ferulic acid C(CCCCCCCCCCCCCCCCC)/C(/C(=O)O)=C\C1=CC(OC)=C(O)C=C1